FC(C1=C(C(=CC(=C1)C(F)(F)F)C(F)(F)F)[B])(F)F (2,4,6-tris(trifluoromethyl)phenyl)boron